N[C@@H]([C@@H](C)CC)C(=O)O L-isoleucine hydroxide